1-[(3S)-3-[4-[(5-chloro-6-phenoxy-3-pyridyl)amino]quinazolin-6-yl]-1-piperidyl]prop-2-en-1-one ClC=1C=C(C=NC1OC1=CC=CC=C1)NC1=NC=NC2=CC=C(C=C12)[C@H]1CN(CCC1)C(C=C)=O